glycolic acid anion C(CO)(=O)[O-]